COC=1C(=CC=2C(=C3C(=NC2C1)CCC3)NC3CCN(CC3)C3=C(C#N)C=CC=C3)OC 2-[4-({6,7-dimethoxy-1H,2H,3H-cyclopenta[b]quinolin-9-yl}amino)piperidin-1-yl]benzonitrile